1,4-bis(chloromethyl)naphthalene ClCC1=CC=C(C2=CC=CC=C12)CCl